C(C1=CC=CC=C1)C1CCN(CC1)CCNC(=O)C=1NC2=CC=C(C=C2C1)C(=O)O 2-((2-(4-benzylpiperidin-1-yl)ethyl)carbamoyl)-1H-indole-5-carboxylic acid